N-(5-Chloro-4,6-dimethylisoxazolo[5,4-b]pyridin-3-yl)-2-(4-(trifluoromethoxy)phenyl)acetamide ClC=1C(=C2C(=NC1C)ON=C2NC(CC2=CC=C(C=C2)OC(F)(F)F)=O)C